C(#N)C=1C=CC2=CN(N=C2C1CC(=O)O)CC1=C2C=CNC2=C(C=C1OC)C 2-(6-cyano-2-((5-methoxy-7-methyl-1H-indol-4-yl)methyl)-2H-indazol-7-yl)-acetic acid